(3R)-3-amino-1-methyl-8-(2-methylphenoxy)-1,2,3,4-tetrahydroquinolin-2-one N[C@H]1C(N(C2=C(C=CC=C2C1)OC1=C(C=CC=C1)C)C)=O